O=C1C=C(C=2C(=NC(=CC2)N2[C@H](CCC2)C(=O)OC)O1)C1=C(C=CC=C1)C |r| Racemic-methyl 1-(2-oxo-4-(o-tolyl)-2H-pyrano[2,3-b]pyridin-7-yl)pyrrolidine-2-carboxylate